(E)-5,5-dimethyl-2-[p-(3-pyridyloxy)benzoylamino]-3-hexenoic acid CC(/C=C/C(C(=O)O)NC(C1=CC=C(C=C1)OC=1C=NC=CC1)=O)(C)C